CC1CN(CCC1)C1=NC(=NC=C1C(F)(F)F)NC1=CC=C(C=C1)N1CCCCC1 1-(4-{[4-(3-methylpiperidin-1-yl)-5-(trifluoromethyl)pyrimidin-2-yl]amino}phenyl)piperidine